5-(4-methylbenzene-1-sulfonyl)-N-[(pyridin-3-yl)methyl]thiophene-2-carboxamide CC1=CC=C(C=C1)S(=O)(=O)C1=CC=C(S1)C(=O)NCC=1C=NC=CC1